N-[3-[6-(tetrahydro-pyran-4-ylamino)imidazo[1,2-b]pyridazin-3-yl]phenyl]acetamide O1CCC(CC1)NC=1C=CC=2N(N1)C(=CN2)C=2C=C(C=CC2)NC(C)=O